N-acetyl-lysyltyrosylcysteine amide C(C)(=O)N[C@@H](CCCCN)C(=O)N[C@@H](CC1=CC=C(C=C1)O)C(=O)N[C@@H](CS)C(=O)N